n-Propylacetat C(CC)OC(C)=O